7-(4-nitrophenyl)-4,7-diazaspiro[2.5]octane-4-carboxylic acid tert-butyl ester C(C)(C)(C)OC(=O)N1C2(CC2)CN(CC1)C1=CC=C(C=C1)[N+](=O)[O-]